C(CCCCCCCCCCCCCCC(C)C)[NH-] Isostearyl-amide